benzyl(triphenyl)phosphonium C(C1=CC=CC=C1)[P+](C1=CC=CC=C1)(C1=CC=CC=C1)C1=CC=CC=C1